1-(4-Chloro-2,5-difluorophenyl)-4-(1-(2-fluoro-5-methoxy-4-nitrophenyl)piperidin-4-yl)piperazine ClC1=CC(=C(C=C1F)N1CCN(CC1)C1CCN(CC1)C1=C(C=C(C(=C1)OC)[N+](=O)[O-])F)F